BrC1=CC=C2C(=NN(C2=C1)C1OCCCC1)Cl 6-bromo-3-chloro-1-(tetrahydro-2H-pyran-2-yl)-1H-indazole